N1(CCCC1)C1=CC=C(C=C1)CCNC1=CC(C1=O)=O 4-{[2-(4-pyrrolidin-1-ylphenyl)ethyl]amino}cyclobut-3-ene-1,2-dione